5-amino-N-(3-chloro-4-fluorophenyl)-3-(5-hydroxy-5-(3-(trifluoromethyl)-1H-pyrazol-4-yl)octahydropentalen-2-yl)-1-methyl-1H-pyrazole-4-carboxamide NC1=C(C(=NN1C)C1CC2CC(CC2C1)(C=1C(=NNC1)C(F)(F)F)O)C(=O)NC1=CC(=C(C=C1)F)Cl